CC1=NC2=C(C=CC=C2C(=C1)C)[O-] 2,4-dimethyl-8-quinolinolate